tert-Butyl 8-amino-7-chloro-3,4-dihydroisoquinoline-2(1H)-carboxylate NC=1C(=CC=C2CCN(CC12)C(=O)OC(C)(C)C)Cl